4-(1-(1-acryloylpyrrolidin-3-yl)-5-aminoimidazo[1,5-c]pyrimidin-3-yl)-3-cyano-N-(4-cyanopyridin-2-yl)benzamide C(C=C)(=O)N1CC(CC1)C=1N=C(N2C(=NC=CC21)N)C2=C(C=C(C(=O)NC1=NC=CC(=C1)C#N)C=C2)C#N